C(C)(=O)C1=NN(C2=CC=C(C=C12)NC(OC(C)(C)C)=O)CC(=O)N(C(C)C)CC(=O)NCC1=C(C(=CC=C1)Cl)F tert-butyl 3-acetyl-1-(2-((2-(3-chloro-2-fluorobenzylamino)-2-oxoethyl) (isopropyl) amino)-2-oxoethyl)-1H-indazol-5-ylcarbamate